C(C)OC(=O)C=1C=2N(N=C(C1)Cl)C=C(N2)C2=CC=CC=C2 6-chloro-2-phenylimidazo[1,2-b]pyridazine-8-carboxylic acid ethyl ester